C1(=CC=C(C=C1)C1=CC(=C(C(=N1)C(CCC(=O)O)=O)O)C#N)C1=CC=CC=C1 4-(6-Biphenyl-4-yl-4-cyano-3-hydroxy-pyridin-2-yl)-4-oxo-butyric acid